C(C)OCCOCCOC1=CC=C(C=C1)CCC[C@@H]1C(OC(O1)(C)C)=O (5R)-5-(3-{4-[2-(2-ethoxyethoxy)ethoxy]phenyl}propyl)-2,2-dimethyl-1,3-dioxolan-4-one